CC(C(=O)OC1=C(C(N2N1CCOCC2)=O)C2=C(C=C(C=C2CC)C)CC)(C)C 8-(2,6-diethyl-4-methylphenyl)-1,2,4,5-tetrahydro-7-oxo-7H-pyrazolo[1,2-d][1,4,5]Oxadiazepin-9-yl 2,2-dimethylpropionate